4-((3-chloro-4-vinylphenoxy)methyl)-5-cyclopropyl-3-(2,6-difluorophenyl)isoxazole ClC=1C=C(OCC=2C(=NOC2C2CC2)C2=C(C=CC=C2F)F)C=CC1C=C